C(CCCCCC=C)OC1=C(C=C(C=C1OCC=C)C(=O)OCC1=CC=CC=C1)OCC=C 4-(4-(7-octenoxy)-3,5-bis(allyloxy)phenylcarbonyloxymethyl)benzene